Tetralauryl orthosilicate [Si](OCCCCCCCCCCCC)(OCCCCCCCCCCCC)(OCCCCCCCCCCCC)OCCCCCCCCCCCC